FC1=C2C3(COC(C2=CC=C1)CNC)CC3 1-(5'-Fluorospiro[cyclopropane-1,4'-isochroman]-1'-yl)-N-methylmethanamine